ClC=1C=CC(=C(C1)NC(C1=CC=CC=C1)=O)O N-(5-chloro-2-hydroxyphenyl)benzamide